6-[3-(5-fluoro-6-methyl-2-pyridyl)-1H-pyrazol-4-yl]-3-[4-(4-methylpiperazin-1-yl)-1-piperidyl]quinoline FC=1C=CC(=NC1C)C1=NNC=C1C=1C=C2C=C(C=NC2=CC1)N1CCC(CC1)N1CCN(CC1)C